CC1COCC=2N(C3=CC=C(C=C3C21)B2OC(C(O2)(C)C)(C)C)C(=O)OC(C)(C)C Tert-butyl 4-methyl-6-(4,4,5,5-tetramethyl-1,3,2-dioxaborolan-2-yl)-3,4-dihydro-pyrano[3,4-b]indole-9(1H)-carboxylate